C(C)OC(=O)C1=C(SC2=C1N(C=1C2=NC=C(C1)C1=C(N=NN1C)C)C(C1CCOCC1)C1=NC=CC=C1F)C 6-(1,4-dimethyl-1H-1,2,3-triazol-5-yl)-4-((3-fluoropyridin-2-yl)(tetrahydro-2H-pyran-4-yl)methyl)-2-methyl-4H-thieno[2',3':4,5]pyrrolo[3,2-b]pyridine-3-carboxylic acid ethyl ester